C(C)OC(=O)C1=C(NC(=C(C1C(=O)C1=CC=C(C=C1)OC)C(=O)OCC)C)C.CN1C(C(CC1)OC1CCNCC1)=O 1-Methyl-3-(4-piperidinyloxy)pyrrolidin-2-one ethyl-5-(ethoxycarbonyl)-4-[(4-methoxyphenyl)carbonyl]-2,6-dimethyl-1,4-dihydropyridine-3-carboxylate